(2S)-3-(8-(2-chloro-4-cyanophenyl)quinolin-5-yl)-2-(2,6-difluoro-4-(2-hydroxypropyl)benzamido)propanoic acid ClC1=C(C=CC(=C1)C#N)C=1C=CC(=C2C=CC=NC12)C[C@@H](C(=O)O)NC(C1=C(C=C(C=C1F)CC(C)O)F)=O